trans-tert-Butyl (4-(((4-(2-chloro-5-(2,2-dichloro-3-(3,5-dichlorophenyl)cyclopropane-1-carboxamido)benzamido)-3-methylphenyl)amino)methyl)phenyl)carbamate ClC1=C(C(=O)NC2=C(C=C(C=C2)NCC2=CC=C(C=C2)NC(OC(C)(C)C)=O)C)C=C(C=C1)NC(=O)[C@@H]1C([C@H]1C1=CC(=CC(=C1)Cl)Cl)(Cl)Cl